(E)-2-(1-(methylthio)prop-1-en-2-yl)-2-(prop-1-en-2-yl)malononitrile CS\C=C(/C)\C(C#N)(C#N)C(=C)C